FC=1C=C(C=CC1C(N([C@H]1CNCCC1)C1=NC=CC2=CC=CC(=C12)C)=O)NC1=NC=CC(=N1)N1[C@H](CCC1)C(=O)OC methyl (2-((3-fluoro-4-((8-methylisoquinolin-1-yl)((R)-piperidin-3-yl)carbamoyl)phenyl)amino)pyrimidin-4-yl)-D-prolinate